(1-(2,6-Dimethoxyphenyl)-2-(6-ethoxypyridin-2-yl)-1H-imidazo[4,5-b]pyrazin-6-yl)but-2-yne-1-sulfonamide COC1=C(C(=CC=C1)OC)N1C(=NC=2C1=NC(=CN2)C(C#CC)S(=O)(=O)N)C2=NC(=CC=C2)OCC